(Glycoloyloxy)acetic acid C(CO)(=O)OCC(=O)O